ClC=1C=C(C(=O)NC2=NC=C(N=C2)C2=NC=CC=C2)C=CC1 3-chloro-N-(5-(pyridin-2-yl)pyrazin-2-yl)benzamide